C(C)(=O)N N-acetyl-amine